Cl.CC1CCC(CC1)N(C(C(C)C)=O)[C@H]1C[C@H](NC1)C(=O)OC methyl (2S,4S)-4-(N-((1s,4R)-4-methylcyclohexyl) isobutyramido)pyrrolidine-2-carboxylate hydrochloride